5-Cyano-N-(3-(furan-3-yl)-1H-indazol-5-yl)-1,3-dimethyl-1H-pyrazole-4-carboxamide C(#N)C1=C(C(=NN1C)C)C(=O)NC=1C=C2C(=NNC2=CC1)C1=COC=C1